2-[[6-[5-chloro-3-[1-(tetrahydrofuran-3-ylmethyl)pyrazol-4-yl]quinoxalin-6-yl]oxy-2-methyl-benzimidazol-1-yl]methoxy]ethyl-trimethyl-silane ClC1=C2N=C(C=NC2=CC=C1OC=1C=CC2=C(N(C(=N2)C)COCC[Si](C)(C)C)C1)C=1C=NN(C1)CC1COCC1